C(C)(C)(C)OC(=O)N1C[C@@H](CCC1)[C@H](C1=NN=C(C2=C1CCC2)C2=C(C=C(C=C2)C(F)(F)F)OCOC)O (R)-3-((R)-hydroxy(4-(2-(methoxymethoxy)-4-(trifluoromethyl)phenyl)-6,7-dihydro-5H-cyclopenta[d]pyridazin-1-yl)methyl)piperidine-1-carboxylic acid tert-butyl ester